C1(OC(C(C)O1)F)=O Fluoro-2-methylethylene carbonate